ClC=1C(=NC(=C(C(=O)NC2=CC(=CC=C2)[S@@](=O)(=N)C)C1C)N1CCC(CCC1)(F)F)C(F)(F)F (R)-5-chloro-2-(4,4-difluoroazepan-1-yl)-4-methyl-N-(3-(S-methylsulfonimidoyl)phenyl)-6-(trifluoromethyl)nicotinamide